SC(CC(=O)O)C.SC(CC(=O)O)C.SC(CC(=O)O)C.CO.CO.CO trimethanol tris(3-mercaptobutyrate)